C1(CC1)N1CCN(CC1)C1=C(C=C(C(=C1)OC)NC1=NC=NC(=C1)N1OCC[C@@H]1CC1=CC(=CC=C1)N(C)C)NC(C=C)=O N-(2-(4-cyclopropylpiperazine-1-yl)-5-((6-((S)-3-(3-(dimethylamino)benzyl)isoxazolidine-2-yl)pyrimidine-4-yl)amino)-4-methoxyphenyl)acrylamide